N1(N=CC=C1)C1=NC=CC(=N1)C1=NC=C(C(=C1)N1C(C(=C(C=C1C)OCC1=NC=C(C=C1F)F)Cl)=O)C 2'-(2-(1H-pyrazol-1-yl)pyrimidin-4-yl)-3-chloro-4-((3,5-difluoropyridin-2-yl)methoxy)-5',6-dimethyl-2H-[1,4'-bipyridine]-2-one